COC1=NC=C(C=N1)C1CCN(CC1)C(=O)C=1N=C(C2=C(N1)OC(=C2)C)NC2(CC2)C [4-(2-methoxypyrimidin-5-yl)piperidine-1-carbonyl]-6-methyl-N-(1-methylcyclopropyl)furo[2,3-d]pyrimidin-4-amine